N,N-diethylaniline tetra(phenyl)borate C1(=CC=CC=C1)[B-](C1=CC=CC=C1)(C1=CC=CC=C1)C1=CC=CC=C1.C(C)N(C1=CC=CC=C1)CC